[(6S,9S,12S,15S,18R,19R)-9-(aminomethyl)-12-cyclohexyl-19-hexyl-15-isobutyl-16,18-dimethyl-2,5,8,11,14,17-hexaoxo-1-oxa-4,7,10,13,16-pentazacyclononadec-6-yl]methylurea NC[C@H]1C(N[C@H](C(NCC(O[C@@H]([C@H](C(N([C@H](C(N[C@H](C(N1)=O)C1CCCCC1)=O)CC(C)C)C)=O)C)CCCCCC)=O)=O)CNC(=O)N)=O